triisopentylboron C(CC(C)C)B(CCC(C)C)CCC(C)C